6-[5-(difluoromethyl)-1,3,4-oxadiazol-2-yl]-2-[(1SR,2SR)-1-(4-fluorophenyl)-2-hydroxy-2-phenylethyl]-2,3-dihydro-1H-isoindol-1-one FC(C1=NN=C(O1)C1=CC=C2CN(C(C2=C1)=O)[C@H]([C@H](C1=CC=CC=C1)O)C1=CC=C(C=C1)F)F |r|